ClC=1C=NC(=C(C(=O)NC2CCC(CC2)CN2C(N(C3=C2C=CC=C3)C3=CC=C(C=C3)C=3N=COC3)=O)C1)C 5-chloro-2-methyl-N-((1r,4r)-4-((3-(4-(oxazol-4-yl)phenyl)-2-oxo-2,3-dihydro-1H-benzo[d]imidazol-1-yl)methyl)cyclohexyl)nicotinamide